vinylmethylcarbonate C(=C)COC([O-])=O